OC1C(CCC1O)C(=O)O 2,3-dihydroxycyclopentane-1-carboxylic acid